C(C1=CC=CC=C1)OC(OCN1C(C=CC2=CC=C(C=C12)OCCCCN1CCN(CC1)C1=CC=CC=2SC=CC21)=O)=O Carbonic acid 7-[4-(4-benzo[b]thiophen-4-ylpiperazin-1-yl)butoxy]-2-oxo-2H-quinolin-1-ylmethyl ester benzyl ester